C(C)N1C[C@@H](CCC1)NC1=C2C(=C(N=N1)C1=C(C=C(C=C1C)C(F)(F)F)O)N(N=C2)COCC[Si](C)(C)C 2-(4-(((R)-1-ethylpiperidin-3-yl)amino)-1-((2-(trimethylsilyl)ethoxy)methyl)-1H-pyrazolo[3,4-d]pyridazin-7-yl)-3-methyl-5-(trifluoromethyl)phenol